SCC1=CC=C(C=O)C=C1 4-(mercaptomethyl)benzaldehyde